4-(1-(4-ethynylphenyl)ethoxy)-5-(methyl-carbamoyl)-1H-pyrrole-2-carboxylic acid C(#C)C1=CC=C(C=C1)C(C)OC=1C=C(NC1C(NC)=O)C(=O)O